2,5-diamino-N-(2,5-dihydroxyphenyl)benzamide NC1=C(C(=O)NC2=C(C=CC(=C2)O)O)C=C(C=C1)N